S1C(=NC2=C1C=CC=C2)NC2=CC1=C(N=N2)N(CCC1)C=1SC=C(N1)C(=O)O {3-[(1,3-benzothiazol-2-yl)amino]-5H,6H,7H,8H-pyrido[2,3-c]pyridazin-8-yl}-1,3-thiazole-4-carboxylic acid